methyl 4-chloro-6-((2-((2R,6S)-2,6-dimethylmorpholino)-5-fluoropyrimidin-4-yl)amino)pyridazine-3-carboxylate ClC1=C(N=NC(=C1)NC1=NC(=NC=C1F)N1C[C@H](O[C@H](C1)C)C)C(=O)OC